BrC=1C=CC=2N(C1)C(=C(N2)C=O)N(C)C=2SC=C(N2)C2=CC=C(C=C2)F 6-bromo-3-((4-(4-fluorophenyl)thiazol-2-yl)(methyl)amino)imidazo[1,2-a]pyridine-2-carbaldehyde